3-(methylamino)oxetan CNC1COC1